[O-2].[Ba+2].[Ti+4].[O-2].[O-2] titanium-barium oxide